S1C=NC2=C1C=CC(=C2)CN(C(=O)[C@H]2N(CCC2)S(=O)(=O)C2=CC=C(C)C=C2)C2CCC1(CC1(F)F)CC2 (S)-N-(benzo[d]thiazol-5-ylmethyl)-N-(1,1-difluorospiro[2.5]octan-6-yl)-1-tosylpyrrolidine-2-carboxamide